C[Si](O[Si](C)(C)S[Si](O[Si](C)(C)C)(C)C)(C)C bis(1,1,1,3,3-pentamethyldisiloxan-3-yl) sulfide